6-[[(2S,3R,4R,5S)-3-(3,4-difluoro-2-methoxy-phenyl)-4,5-dimethyl-5-(trifluoromethyl)tetrahydrofuran-2-carbonyl]amino]pyrazine-2-carboxamide FC=1C(=C(C=CC1F)[C@@H]1[C@H](O[C@@]([C@@H]1C)(C(F)(F)F)C)C(=O)NC1=CN=CC(=N1)C(=O)N)OC